C(C)(C)(C)OC(=O)NC1CCN(CC1)C=1C2=C(N=CN1)C(=CS2)C N-(tert-butoxycarbonyl)-1-(7-methylthieno[3,2-d]pyrimidin-4-yl)-4-piperidylamine